(1R,4r)-4-((5-(1-((R)-1-hydroxypropan-2-yl)-1H-benzo[d][1,2,3]triazol-6-yl)-4-methoxypyrrolo[2,1-f][1,2,4]triazin-2-yl)amino)-1-methylcyclohexan-1-ol OC[C@@H](C)N1N=NC2=C1C=C(C=C2)C=2C=CN1N=C(N=C(C12)OC)NC1CCC(CC1)(O)C